(E)-1,3-bis(4-tert-butylphenyl)-1-butene C(C)(C)(C)C1=CC=C(C=C1)\C=C\C(C)C1=CC=C(C=C1)C(C)(C)C